1-[3-(1-hydroxyethyl)-6-[6-[1-(2,2,2-trifluoroethyl)piperidin-4-yl]oxypyrazolo[1,5-a]pyridin-3-yl]pyridin-2-yl]-5-methylpyrazole-3-carbonitrile OC(C)C=1C(=NC(=CC1)C=1C=NN2C1C=CC(=C2)OC2CCN(CC2)CC(F)(F)F)N2N=C(C=C2C)C#N